ClC1=CC(=C(NC=C2C(OC(OC2=O)(C)C)=O)C=C1)C(F)(F)F 5-[[4-Chloro-2-(trifluoromethyl)anilino]methylene]-2,2-dimethyl-1,3-dioxan-4,6-dione